O1C(=NC2=C1N=CC=C2)C2=CC=C(C=C2)C2=CC=C(C=C2)N(C2=CC=C(C=C2)C2=CC1=CC=CC=C1C=C2)C2=CC=C(C=C2)C=2C=CC1=C(OC3=C1C=CC=C3)C2 4'-(7-aza-benzoxazol-2-yl)-biphenyl-4-yl-(4-dibenzofuran-3-yl-phenyl)-(4-naphthalen-2-yl-phenyl)-amine